N-(4'-(tert-Butyl)-[1,1'-biphenyl]-3-yl)-N-methyl-[1,2,4]triazolo[4,3-a]quinazolin-5-amine C(C)(C)(C)C1=CC=C(C=C1)C1=CC(=CC=C1)N(C1=NC=2N(C3=CC=CC=C13)C=NN2)C